2'-O-methyluridine-3'-phosphorothioate P(O)(O)(=S)O[C@H]1[C@H]([C@@H](O[C@@H]1CO)N1C(=O)NC(=O)C=C1)OC